(Z)-2-Methyl-6-(4-methylenebicyclo[3.1.0]hexan-1-yl)-hept-2-en-1-ol C/C(/CO)=C/CCC(C)C12CCC(C2C1)=C